N-(4-amino-1H-pyrazolo[4,3-c]pyridin-7-yl)-N'-ethyl-N'-[(4-fluoro-2-methyl-phenyl)methyl]oxamide NC1=NC=C(C2=C1C=NN2)NC(=O)C(=O)N(CC2=C(C=C(C=C2)F)C)CC